OC(=O)C(F)(F)F.FC1(CCC(CC1)CN(CCN1C2CC(CC1CC2)C=2C=C(C(=O)N)C=CC2)C([C@@H](CO)O)=O)F 3-endo-(8-{2-[(4,4-difluorocyclohexylmethyl)-((R)-2,3-dihydroxy-propionyl)amino]ethyl}-8-azabicyclo[3.2.1]oct-3-yl)-benzamide TFA salt